O[C@@H]1[C@H](O[C@@H](C[C@@]12CO2)CC(=O)OC)C=C methyl 2-((3R,5S,7R,8R)-8-hydroxy-7-vinyl-1,6-dioxaspiro[2.5]octan-5-yl)acetate